C=C1C(=CC=CC1)C1=CC=CC=C1 methylenbiphenyl